COC1=C(C#N)C=C(C=C1)C=1N=CC2=C(N1)CCN(C2)CCC2=C(C1=C(C(OC1)=O)C=C2)C 2-methoxy-5-{6-[2-(4-methyl-1-oxo-1,3-dihydro-2-benzofuran-5-yl)ethyl]-5,6,7,8-tetrahydropyrido[4,3-d]pyrimidin-2-yl}benzonitrile